CC1(CC2=CC=C(C=C2C1)NC1=CC=C(CNC(=O)[C@H]2NC(NC2)=O)C=C1)C (S)-N-(4-((2,2-dimethyl-2,3-dihydro-1H-inden-5-yl)amino)benzyl)-2-oxoimidazolidine-4-carboxamide